(3R,5R,8R,9S,10S,13S,14S,17S)-10,13-dimethyl-17-(3-methyloxetan-3-yl)-2,3,4,5,6,7,8,9,11,12,14,15,16,17-tetradecahydro-1H-cyclopenta[a]phenanthren-3-ol C[C@]12[C@H]3CC[C@@]4([C@H](CC[C@H]4[C@@H]3CC[C@@H]2C[C@@H](CC1)O)C1(COC1)C)C